(S)-N-((S)-1'-(8-((2-Amino-3-chloropyridin-4-yl)thio)imidazo[1,2-c]pyrimidin-5-yl)-5,7-dihydrospiro[cyclopenta[b]pyridine-6,4'-piperidin]-5-yl)-2-methylpropane-2-sulfenamide NC1=NC=CC(=C1Cl)SC=1C=2N(C(=NC1)N1CCC3(CC1)[C@@H](C=1C(=NC=CC1)C3)NSC(C)(C)C)C=CN2